ClC1=C(CNCCCCOCCNC2=NC3=C(C4=CN=CC=C24)C=CC=C3)C=C(C=C1)CO 5-((2-(4-((2-chloro-5-(hydroxymethyl)benzyl)amino)butoxy)ethyl)amino)benzo[c][2,6]naphthyridine